5-{2-azaspiro[3.3]heptan-6-yl}-3-methyl-1,2-oxazole-4-carboxylic acid hydrochloride Cl.C1NCC12CC(C2)C2=C(C(=NO2)C)C(=O)O